CC1(OCC[C@@H](O1)CNC(=O)C1=C(N(C2=NC=CC=C21)C)NC2=C(C=C(C=C2)I)F)C (R)-N-((2,2-dimethyl-1,3-dioxan-4-yl)methyl)-2-((2-fluoro-4-iodophenyl)amino)-1-methyl-1H-pyrrolo[2,3-b]pyridine-3-carboxamide